C(C)(C)C1CN(CCN1)C(=O)OC(C)(C)C tert-butyl 3-isopropylpiperazine-1-carboxylate